BrC=1C=NC(=NC1)OCCO 2-((5-bromopyrimidin-2-yl)oxy)ethanol